N1CC(CCC1)NC1=NC=C(C(=N1)C1=CN=C2C(NC=CC=C21)=O)C(F)(F)F 3-{2-[(piperidin-3-yl)amino]-5-(trifluoromethyl)pyrimidin-4-yl}-7H,8H-pyrrolo[2,3-c]azepin-8-one